ClC1=CC=C(C(=O)C2=CC=C(OC(C(=O)OC(C)C)(C)C)C=C2)C=C1 2-[4-(4-chlorobenzoyl)phenoxy]-2-methyl-propionic acid, 1-methylethyl ester